The molecule is an imidazopyridine that is 1H--imidazo[4,5-b]pyridine which is substituted at positions 1, 2, and 6 by methyl, amino, and phenyl groups, respectively. It is the most abundant of the mutagenic heterocyclic amines found in cooked meat and fish. It has a role as a carcinogenic agent and a mutagen. It is an imidazopyridine and a primary amino compound. CN1C2=C(N=CC(=C2)C3=CC=CC=C3)N=C1N